C1(CCCCC1)CNC 1-cyclohexyl-N-methylmethanamine